7-chloro-2-((4-fluorophenyl)thio)-1-methyl-5-(2-methylpyridin-3-yl)-1,5-dihydro-4H-imidazo[4,5-c]quinolin-4-one ClC=1C=CC=2C3=C(C(N(C2C1)C=1C(=NC=CC1)C)=O)N=C(N3C)SC3=CC=C(C=C3)F